N-(2-(1H-pyrazol-1-yl)ethyl)-5-(furan-2-yl)isoxazole-3-carboxamide N1(N=CC=C1)CCNC(=O)C1=NOC(=C1)C=1OC=CC1